tert.-Butyl-3-{[2-(4-chlorophenyl)imidazo[1,2-a]-pyridin-3-yl]methyl}-3,8-diazabicyclo[3.2.1]octane-8-carboxylate C(C)(C)(C)OC(=O)N1C2CN(CC1CC2)CC2=C(N=C1N2C=CC=C1)C1=CC=C(C=C1)Cl